NCCOCCOCCC(=O)NC1=C(C(=O)NC=2SC(=C(N2)C2CC2)C)C=CC=C1 2-(3-(2-(2-aminoethoxy)ethoxy)propionylamino)-N-(4-cyclopropyl-5-methylthiazol-2-yl)benzamide